Chloro-2-methyl-spiro[cyclopropane-1,3'-pyrrolo[3,2-c]pyridin]-2'(1'h)-one ClN1C(C2(C=3C=NC=CC31)C(C2)C)=O